C(#N)C1=C(NC(C=C1C)=O)SCC=1C=C(C(=O)OC)C=CC1 Methyl 3-((3-cyano-1,6-dihydro-4-methyl-6-oxopyridin-2-ylthio) methyl)benzoate